N-(4-bromo-2,5-difluorophenyl)-5-(4-fluorophenyl)-1H-pyrrole-3-sulfonamide BrC1=CC(=C(C=C1F)NS(=O)(=O)C1=CNC(=C1)C1=CC=C(C=C1)F)F